6-Cyclopropoxy-2-((1r,4r)-4-hydroxycyclohexyl)-N-(imidazo[1,2-b]pyridazin-3-yl)-2H-indazole-5-carboxamide C1(CC1)OC=1C(=CC2=CN(N=C2C1)C1CCC(CC1)O)C(=O)NC1=CN=C2N1N=CC=C2